Cl.N1C=NC(=C1)C1=CC=C(C=C1)C(C(=O)NCC1=CC(=CC=C1)Cl)N1OOC2=CC=CC(=C12)Cl (4-(1H-imidazol-4-yl)phenyl)-2-(7-chloro-2,3-dioxaindol-1-yl)-N-(3-chlorobenzyl)acetamide hydrochloride